ClC=1C=C2CCCN(C2=C(C1)C1=C2C(=NC=C1)C=C(S2)CN2C(CCC2=O)=O)[C@@H]2CNCC2 (S)-1-((7-(6-chloro-1-(pyrrolidin-3-yl)-1,2,3,4-tetrahydroquinolin-8-yl)thieno[3,2-b]pyridin-2-yl)methyl)pyrrolidine-2,5-dione